(S)-N-(3-(dimethylamino)propyl)-N-(4-fluoro-3-methylphenyl)-1-(6-methyl-4-(trifluoromethyl)pyridin-2-yl)pyrrolidine-2-carboxamide CN(CCCN(C(=O)[C@H]1N(CCC1)C1=NC(=CC(=C1)C(F)(F)F)C)C1=CC(=C(C=C1)F)C)C